C[C@H]1CC[C@@H](N(C1)C(C(=O)NC=1C2=C(C=NC1)C=NN2)=O)C=2C=CC1=C(N=C(S1)C1CC(N(C(C1)(C)C)C)(C)C)C2 2-((2R,5S)-5-methyl-2-(2-(1,2,2,6,6-pentamethylpiperidin-4-yl)benzo[d]thiazol-5-yl)piperidin-1-yl)-2-oxo-N-(1H-pyrazolo[4,3-c]pyridin-7-yl)acetamide